NC1=C(C2=C(S1)C(=CC=C2C2=C(C=C1C(=NC(=NC1=C2F)OC[C@]21CCCN1C[C@@H](C2)F)N2CCCCCCC2)Cl)F)C#N 2-Amino-4-(4-(azocan-1-yl)-6-chloro-8-fluoro-2-(((2R,7aS)-2-fluorotetrahydro-1H-pyrrolizin-7a(5H)-yl)methoxy)quinazolin-7-yl)-7-fluorobenzo[b]thiophene-3-carbonitrile